2-[2-(aminomethyl)-3,3-difluoro-allyl]-4-[[5-[2-(6-morpholino-3-pyridinyl)ethynyl]-2-thienyl]methyl]-1,2,4-triazol-3-one NCC(CN1N=CN(C1=O)CC=1SC(=CC1)C#CC=1C=NC(=CC1)N1CCOCC1)=C(F)F